2-(2-methoxyethoxy)acethydrazide COCCOCC(=O)NN